(S)-N-{(S)-1-[2-(6-bromobenzo[d]isoxazol-3-yl)phenyl]-2-(6-[methylamino]pyridine-2-yl)ethyl}-2-methylpropane-2-sulfinamide BrC1=CC2=C(C(=NO2)C2=C(C=CC=C2)[C@H](CC2=NC(=CC=C2)NC)N[S@@](=O)C(C)(C)C)C=C1